CNC(=O)C=1C=NC=CC1 N-methyl-pyridine-3-carboxamide